BrC1=C(C(=CC2=C1C[C@](O2)(C2=CC=CC=C2)C2CC(CN2)O)F)Cl 5-((S)-4-bromo-5-chloro-6-fluoro-2-phenyl-2,3-dihydrobenzofuran-2-yl)pyrrolidin-3-ol